2-benzyl-5,6-dimethoxy-3,3-dimethylinden-1-one C(C1=CC=CC=C1)C1C(C2=CC(=C(C=C2C1(C)C)OC)OC)=O